ClC=1C(=CC(=C(C1)NC(C1=C(C=CC(=C1)C)O)=O)C)C(C#N)C1=CC=C(C=C1)Cl N-(5-chloro-4-((4-chlorophenyl)(cyano)methyl)-2-methylphenyl)-2-hydroxy-5-methylbenzamide